C(C)(C)(C)OC(=O)N1C=C(C=C1)N (R)-N-t-Butoxycarbonyl-3-aminopyrrole